ClC1=C(C(=O)NC=2C=C3C=C(N(C3=CC2)C)C(=O)NC=2C=NC(=CC2)C(F)(F)F)C=C(C=C1)CNC(C(C)C)=O 5-(2-chloro-5-(isobutyrylaminomethyl)benzoylamino)-1-methyl-N-(6-(trifluoromethyl)pyridin-3-yl)-1H-indole-2-carboxamide